((1-(3-Bromo-2-fluorophenyl)vinyl)oxy)triethylsilane BrC=1C(=C(C=CC1)C(=C)O[Si](CC)(CC)CC)F